C(C)(=O)O[C@H]1CC[C@@]2(C3CC[C@@]4(C(=C(CC4C3CC=C2C1)C=O)N1C=NC=C1)C)C (3S,10R,13S)-16-formyl-17-(1H-imidazol-1-yl)-10,13-dimethyl-2,3,4,7,8,9,10,11,12,13,14,15-dodecahydro-1H-cyclopenta[a]phenanthren-3-yl acetate